2-((2-bromophenyl)thio)-6-fluorobenzaldehyde BrC1=C(C=CC=C1)SC1=C(C=O)C(=CC=C1)F